COC(=O)C1CC12C(N(CC2)C(=O)OC(C)(C)C)=O 4-Oxo-5-azaspiro[2.4]heptane-1,5-dicarboxylic acid 5-(tert-butyl) ester 1-methyl ester